C1(CCC1)C[C@@H](NC(CCC(F)(F)F)=O)C1=CC2=C(NC(=N2)[C@@H](NC(=O)C2=CC=NN2C)C2CCC(CC2)(F)F)C=C1 |o1:5| N-((S)-(5-((R*)-2-Cyclobutyl-1-(4,4,4-trifluorobutanamido)ethyl)-1H-benzo[d]imidazol-2-yl)(4,4-difluorocyclohexyl)methyl)-1-methyl-1H-pyrazole-5-carboxamide